CC1N(C(CN(C1)CC1CCNCC1)C)C1=CC2=CN(C=C2C=C1)C1C(NC(CC1)=O)=O 5-(2,6-Dimethyl-4-(piperidin-4-ylmethyl)piperazin-1-yl)-2-(2,6-dioxopiperidin-3-yl)isoindol